FC=1C=C2C(=NC1NC1=C3CCCC3=CC=C1)NN=C2C 5-fluoro-N-indan-4-yl-3-methyl-1H-pyrazolo[3,4-b]pyridin-6-amine